4-(bromomethyl)-3-fluorobenzoic acid methyl ester COC(C1=CC(=C(C=C1)CBr)F)=O